N=1C2=C(C=C(CC1)C(=O)N)C=CC=C2 3H-Benzo[b]azepine-4-Carboxamide